tert-Butyl N-methyl-N-[(3S)-pyrrolidin-3-yl]carbamate CC(C)(C)OC(=O)N(C)[C@H]1CCNC1